3-(2-fluoro-4-((4-(4-((4-((3-(methylsulfonyl)benzyl)amino)-5-(trifluoromethyl)pyrimidin-2-yl)amino)phenyl)piperidin-1-yl)methyl)phenyl)piperidine-2,6-dione FC1=C(C=CC(=C1)CN1CCC(CC1)C1=CC=C(C=C1)NC1=NC=C(C(=N1)NCC1=CC(=CC=C1)S(=O)(=O)C)C(F)(F)F)C1C(NC(CC1)=O)=O